BrC=1C=C2C(=NC(=NC2=CC1OC)C(=O)OCC)N[C@H](C)C1=CC(=CC=C1)C(COC)(F)F Ethyl (R)-6-bromo-4-((1-(3-(1,1-difluoro-2-methoxyethyl) phenyl) ethyl) amino)-7-methoxyquinazoline-2-carboxylate